(S)-2-(3-(3,3-difluoro-1-((4-methyl-4H-1,2,4-triazol-3-yl)methyl)cyclobutyl)phenyl)-6-((2,4-dimethylpiperazin-1-yl)methyl)-4-(trifluoromethyl)isoindolin-1-one FC1(CC(C1)(CC1=NN=CN1C)C=1C=C(C=CC1)N1C(C2=CC(=CC(=C2C1)C(F)(F)F)CN1[C@H](CN(CC1)C)C)=O)F